OC=1C=NC2=C(C=CC=C2C1)O 3,8-dihydroxyquinoline